Ethyl 17-amino-6-hydroxy-6,15-bis(trifluoromethyl)-19-oxa-3,4,13,18-tetrazatricyclo[12.3.1.12,5]nonadeca-1(18),2,4,14,16-pentaene-12-carboxylate NC1=CC(=C2NC(CCCCCC(C3=NN=C(C1=N2)O3)(C(F)(F)F)O)C(=O)OCC)C(F)(F)F